FC1=C(C=CC(=C1C)F)C=1C(=C2N(N1)CCC2)C=2C=C1C=NNC1=CC2 5-(2-(2,4-Difluoro-3-methylphenyl)-5,6-dihydro-4H-pyrrolo[1,2-b]pyrazol-3-yl)-1H-indazole